2-chloro-4-(2,4-difluorophenyl)-6-methyl-7-propyl-pteridine ClC1=NC2=NC(=C(N=C2C(=N1)C1=C(C=C(C=C1)F)F)C)CCC